CN1CCN(CC1)C1=CC=C(C=C1)CCN 2-(4-(4-methylpiperazin-1-yl)phenyl)ethylamine